COC1=CC=C(N[C@H](C=C)C2=CC=C(C=C2)OC)C=C1 (R)-4-methoxy-N-(1-(4-methoxyphenyl)allyl)aniline